1-[2-chloro-4-(trifluoromethyl)phenyl]-N-[2-(dimethylamino)ethyl]-4-{2'-ethoxy-[2,3'-bipyridine]-5-yl}piperidine-4-carboxamide ClC1=C(C=CC(=C1)C(F)(F)F)N1CCC(CC1)(C(=O)NCCN(C)C)C=1C=CC(=NC1)C=1C(=NC=CC1)OCC